3-[[2-[4-[4-ethoxy-6-[(4-methoxyphenyl)methoxy]-3-pyridyl]-2-fluorophenyl]acetyl]amino]-N-[2-[(3R)-3-methoxypyrrolidin-1-yl]ethyl]-5-(trifluoromethyl)benzamide C(C)OC1=C(C=NC(=C1)OCC1=CC=C(C=C1)OC)C1=CC(=C(C=C1)CC(=O)NC=1C=C(C(=O)NCCN2C[C@@H](CC2)OC)C=C(C1)C(F)(F)F)F